6-[(4-bromophenyl)methyl]-5-methyl-1-tetrahydropyran-4-yl-pyrazolo[3,4-d]pyrimidin-4-one BrC1=CC=C(C=C1)CC=1N(C(C2=C(N1)N(N=C2)C2CCOCC2)=O)C